C(N)(=O)CC[C@@H](COC1=C(C(=CC(=C1)C)C#CCCO)F)NC(OC(C)(C)C)=O tert-butyl N-[(2S)-4-carbamoyl-1-[2-fluoro-3-(4-hydroxybut-1-yn-1-yl)-5-methylphenoxy]butan-2-yl]carbamate